5-(2-(8-oxa-3-azabicyclo[3.2.1]octan-3-yl)acetamido)-2-methylpyridin C12CN(CC(CC1)O2)CC(=O)NC=2C=CC(=NC2)C